[Si](C)(C)(C(C)(C)C)OC1(CCCCC1)CN1N=CN=C1CNC(=O)NCC1=NC(=NN1C1=CC(=C(C=C1)Cl)F)C 1-{[1-({1-[(tert-butyldimethylsilyl)oxy]cyclohexyl}methyl)-1H-1,2,4-triazol-5-yl]methyl}-3-{[1-(4-chloro-3-fluorophenyl)-3-methyl-1H-1,2,4-triazol-5-yl]methyl}urea